1-(2-methylphenyl)-1-phenylmethanol CC1=C(C=CC=C1)C(O)C1=CC=CC=C1